5,11-dihydro-10H-dibenzodiazepine-10-one C1=CC=CC2=C1C1=C(C=NN2)C=CC(C1)=O